C(=O)(N)NC(=O)[O-] The molecule is an organic anion resulting from the deprotonation of the carboxy group of urea-1-carboxylic acid. It has a role as a Saccharomyces cerevisiae metabolite. It is a conjugate base of a urea-1-carboxylic acid.